C[Si](OCCC1=NC=CC=C1)(C)C 2-(2-((trimethylsilyl)oxy)ethyl)pyridine